FC1=C(C=CC(=C1F)I)C1OCCO1 2-(2,3-difluoro-4-iodophenyl)-1,3-dioxolane